BrC1=NC(=CC(=C1)CC)Br 2,6-Dibromo-4-ethylpyridine